C(C1=CC=CC=C1)OC(=O)N(C)CC1=CC=C(C=C1)B(O)O (4-((((benzyloxy)carbonyl)(methyl)amino)methyl)phenyl)boronic acid